CC1=NC(=NO1)N[C@@H]1C[C@H](CC1)NC1=CC=C(C=N1)N1C(CCC1)=O 1-(6-(((1S,3S)-3-((5-methyl-1,2,4-oxadiazol-3-yl)amino)cyclopentyl)amino)pyridin-3-yl)pyrrolidin-2-one